ethyl P-(4-(5-(chlorodifluoromethyl)-1,2,4-oxadiazol-3-yl)-2-fluorobenzyl)-N-neopentylphosphonamidate ClC(C1=NC(=NO1)C1=CC(=C(CP(OCC)(=O)NCC(C)(C)C)C=C1)F)(F)F